FC1=CC=C(C=C1)C=1N=CN(C1C=1C=C2C=C(C=NC2=CC1)C1=C2C=CNC2=CC=C1)C(C)C 6-(4-(4-fluorophenyl)-1-isopropyl-1H-imidazol-5-yl)-3-(1H-indol-4-yl)quinoline